(2,4-diamino-3-hydroxy-4-oxobutyl)carbamic acid phenylmethyl ester C1(=CC=CC=C1)COC(NCC(C(C(=O)N)O)N)=O